7-(cyclopentylamino)-2-phenyl-1H-indole-5-carboxylic acid ethyl ester C(C)OC(=O)C=1C=C2C=C(NC2=C(C1)NC1CCCC1)C1=CC=CC=C1